C(C=C)C1(CCC(CC1)NC(OC(C)(C)C)=O)NS(=O)C(C)(C)C tert-Butyl ((1s,4s)-4-allyl-4-((tert-butylsulfinyl)amino)cyclohexyl)carbamate